(S)-40-(((3-(5-iodo-2-methoxyphenyl)-2,6-dioxotetrahydropyrimidine-1(2H)-yl)methyl)carbamoyl)-38-oxo-2,5,8,11,14,17,20,23,26,29,32,35-dodecaoxa-39-azadotetracontane-42-oic acid IC=1C=CC(=C(C1)N1C(N(C(CC1)=O)CNC(=O)[C@@H](NC(CCOCCOCCOCCOCCOCCOCCOCCOCCOCCOCCOCCOC)=O)CC(=O)O)=O)OC